heptadecan-9-yl 8-((3-(methylsulfonamido)propyl)amino)octanoate CS(=O)(=O)NCCCNCCCCCCCC(=O)OC(CCCCCCCC)CCCCCCCC